(S)-(1-(2-((1-(3,4,5-trimethoxyphenyl)-1H-imidazol-4-yl)amino)-5,7-dihydrofuro[3,4-d]pyrimidin-4-yl)pyrrolidin-2-yl)methanol COC=1C=C(C=C(C1OC)OC)N1C=NC(=C1)NC=1N=C(C2=C(N1)COC2)N2[C@@H](CCC2)CO